4-(5-(1-benzyl-1H-pyrazol-4-yl)-1-methyl-2-oxo-1,2-dihydropyridin-4-yl)benzoic acid C(C1=CC=CC=C1)N1N=CC(=C1)C=1C(=CC(N(C1)C)=O)C1=CC=C(C(=O)O)C=C1